[2-[(2,6-difluoro-4-pyridyl)-[5-methyl-4-(spiro[3.4]octan-3-ylcarbamoyl)thiazol-2-yl]amino]-1-methyl-2-oxo-ethyl] acetate C(C)(=O)OC(C(=O)N(C=1SC(=C(N1)C(NC1CCC12CCCC2)=O)C)C2=CC(=NC(=C2)F)F)C